2-(3,3-bis(tert-butoxycarbonyl)-7-phenoxy-1,2,3,4-tetrahydronaphthalen-1-yl)acetic acid C(C)(C)(C)OC(=O)C1(CC(C2=CC(=CC=C2C1)OC1=CC=CC=C1)CC(=O)O)C(=O)OC(C)(C)C